ClC=1C(=NC(=C(C1)F)N1C(N(C(=CC1=O)C(F)(F)F)C)=O)OC=1C(=NC=CC1)OCC(=O)NS(=O)(=O)C 2-[[3-[[3-chloro-6-[3,6-dihydro-3-methyl-2,6-di-oxo-4-(trifluoromethyl)-1(2H)-pyrimidinyl]-5-fluoro-2-pyridinyl]oxy]-2-pyridinyl]oxy]-N-(methyl-sulfonyl)-acetamide